(1R,3S,5R)-2-(2-(3-acetyl-5-(5-sulfamoylpyridin-3-yl)-1H-indazol-1-yl)acetyl)-5-methyl-N-(3-methyl-6-(trifluoromethyl)pyridin-2-yl)-2-azabicyclo[3.1.0]hexane-3-carboxamide C(C)(=O)C1=NN(C2=CC=C(C=C12)C=1C=NC=C(C1)S(N)(=O)=O)CC(=O)N1[C@@H]2C[C@@]2(C[C@H]1C(=O)NC1=NC(=CC=C1C)C(F)(F)F)C